C12CNCC(C1NC([O-])=O)C2 (3-Azabicyclo[3.1.1]hept-6-yl)carbamate